ClC1=C(C(=C(C=N1)N)I)F 6-chloro-5-fluoro-4-iodo-pyridin-3-amine